ClC1=CC=C(C(=N1)C#N)O[C@H](C)C=1C=C(C=C2C(C(=C(OC12)C=1C=NC(=NC1)OC(C)C)C)=O)C 6-Chloro-3-[(1R)-1-[2-(2-isopropoxypyrimidin-5-yl)-3,6-dimethyl-4-oxo-chromen-8-yl]ethoxy]pyridine-2-carbonitrile